Methyl 4-bromo-5-(N-(6-((3R,5R)-3,5-dimethylpiperidin-1-yl)pyridin-3-yl)sulfamoyl)-2-fluorobenzoate BrC1=CC(=C(C(=O)OC)C=C1S(NC=1C=NC(=CC1)N1C[C@@H](C[C@H](C1)C)C)(=O)=O)F